N-(2,4-Difluoro-3-(5-(2-methoxyphenyl)-1H-pyrazolo[3,4-b]pyridin-3-carbonyl)-phenyl)propan-1-sulfonamid FC1=C(C=CC(=C1C(=O)C1=NNC2=NC=C(C=C21)C2=C(C=CC=C2)OC)F)NS(=O)(=O)CCC